C(N)(=O)C=1C=CC(=NC1)C(=O)[O-].[Li+] lithium 5-carbamoyl-pyridinecarboxylate